ClC=1C2=C(N=CN1)N(CC21CCC1)C=1C=C(N=NC1)C#N 5-(4'-chlorospiro[cyclobutane-1,5'-pyrrolo[2,3-d]pyrimidin]-7'(6'H)-yl)pyridazine-3-carbonitrile